((2r,5s)-5-(8-amino-1-(4-phenoxyphenyl)imidazo[1,5-a]pyrazin-3-yl)tetrahydro-2H-pyran-2-yl)methanol NC=1C=2N(C=CN1)C(=NC2C2=CC=C(C=C2)OC2=CC=CC=C2)[C@@H]2CC[C@@H](OC2)CO